BrC1=CN=C2C(=N1)N(C=N2)C(C)C=2C=C1C=CC=NC1=CC2F 6-(1-(6-bromo-1H-imidazo[4,5-b]pyrazin-1-yl)ethyl)-7-fluoroquinoline